(3R,4S)-1-((4-(4,4,5,5-tetramethyl-1,3,2-dioxaborolan-2-yl)phenyl)sulfonyl)-4-((5-(trifluoromethyl)pyridin-2-yl)amino)piperidin-3-ol CC1(OB(OC1(C)C)C1=CC=C(C=C1)S(=O)(=O)N1C[C@H]([C@H](CC1)NC1=NC=C(C=C1)C(F)(F)F)O)C